(R)-6-(cyclopropylmethoxy)-N-(1-hydroxy-4-methylpent-2-yl)-5-(pyrrolidin-1-yl)pyridineamide C1(CC1)COC1=C(C=CC(=N1)C(=O)N[C@@H](CO)CC(C)C)N1CCCC1